C(C)(=O)N(C1=CC=C(C=C1)C1=CN=C2N1C=C(N=C2)C(=O)N(C)C2=CC=C(C=C2)Cl)C 3-[4-[acetyl(methyl)amino]phenyl]-N-(4-chlorophenyl)-N-methyl-imidazo[1,2-a]pyrazine-6-carboxamide